C(N)(S)=S.N1C=CC=C1 pyrrole dithiocarbamate